FC=1C=C(C=CC1F)N1C(CCCC12CCN(CC2)C2=NC=NC(=C2)C=2OC=CN2)=O 1-(3,4-difluorophenyl)-9-(6-(oxazol-2-yl)pyrimidin-4-yl)-1,9-diazaspiro[5.5]undecan-2-one